4H-isoxazole-5-carboxamide O1N=CCC1C(=O)N